COC(=O)C=1N=CSC1 thiazole-4-carboxylic acid methyl ester